FC=1C(=NC(=NC1)C1=NC=NN1C)OC1CN(C1)C=O (3-((5-fluoro-2-(1-methyl-1H-1,2,4-triazol-5-yl)pyrimidin-4-yl)oxy)azetidin-1-yl)methanone